ClC=1C=C(C(=NC1)OC)S(=O)(=O)NC1=C(C(=C(C=C1)F)C1=CC=C2C(=N1)NC=C2)F 5-chloro-N-[2,4-difluoro-3-(1H-pyrrolo[2,3-b]pyridin-6-yl)phenyl]-2-methoxypyridine-3-sulfonamide